4-(((3S,4R)-1-((5-chloropyridin-2-yl)sulfonyl)-4-hydroxy-4-((R)-1-hydroxypropyl)pyrrolidin-3-yl)oxy)-2-fluorobenzonitrile ClC=1C=CC(=NC1)S(=O)(=O)N1C[C@@H]([C@@](C1)([C@@H](CC)O)O)OC1=CC(=C(C#N)C=C1)F